(3s,4s)-3-hydroxy-4-(1-methyl-1H-indazol-6-yl)piperidine-1-carboxylic acid tert-butyl ester C(C)(C)(C)OC(=O)N1C[C@H]([C@@H](CC1)C1=CC=C2C=NN(C2=C1)C)O